C1=NC=CC=2C(=CC=CC12)S(=O)(=O)O isoquinolin-5-sulfonic acid